OCC(C)(C)NC(=O)C=1C=2C[C@@H]3[C@H](C2N(N1)C1CCN(CC1)CC1=CC=CC=C1)C3 (1aR,5aR)-2-(1-Benzyl-piperidin-4-yl)-1a,2,5,5a-tetrahydro-1H-2,3-diaza-cyclopropa[a]pentalene-4-carboxylic acid (2-hydroxy-1,1-dimethyl-ethyl)-amide